CCN1C2=C(C(=NC=C2OC[C@H]3CCCNC3)C#CC(C)(C)O)N=C1C4=NON=C4N The molecule is a member of the class of imidazopyridines that is 4-(1-ethylimidazo[4,5-c]pyridin-4-yl)-2-methylbut-3-yn-2-ol carrying additional 2-(4-amino-1,2,5-oxadiazol-3-yl and [(3S)-piperidin-3-yl]methoxy substituents at positions 4 and 7 respectively. It has a role as an EC 2.7.11.1 (non-specific serine/threonine protein kinase) inhibitor and an antineoplastic agent. It is an imidazopyridine, a member of piperidines, a 1,2,5-oxadiazole, an aromatic ether, a tertiary alcohol, an acetylenic compound, an aromatic amine and a primary amino compound.